5-(3-methyl-2,3,4,5-tetrahydropyridin-6-yl)Indolin-2-one CC1CN=C(CC1)C=1C=C2CC(NC2=CC1)=O